COC([C@@H](NC(C(F)(F)F)C1=CC(=C(C=C1)C1=C(C=CC(=C1)N(C)C)OCOC)F)CC(C)C)=O (1-(5'-dimethylamino-2-fluoro-2'-(methoxymethyloxy)-[1,1'-biphenyl]-4-yl)-2,2,2-trifluoroethyl)-L-leucine methyl ester